hydrogen monoacrylamide C(C=C)(=O)N